ClC=1C(=NN(C1C1=C(C=C(C=C1)Cl)Cl)CC1=CC=C(C=C1)C1=NOC(=N1)C(F)(F)F)C(F)(F)F 3-[4-[[4-chloro-5-(2,4-dichlorophenyl)-3-(trifluoromethyl)pyrazol-1-yl]methyl]phenyl]-5-(trifluoromethyl)-1,2,4-oxadiazole